1-(4-(4-((4-((4-(4-amino-3-(4-phenoxyphenyl)-1H-pyrazolo[3,4-d]pyrimidin-1-yl)piperidin-1-yl)methyl)piperidin-1-yl)methyl)piperidin-1-yl)phenyl)dihydropyrimidine-2,4(1H,3H)-dione NC1=C2C(=NC=N1)N(N=C2C2=CC=C(C=C2)OC2=CC=CC=C2)C2CCN(CC2)CC2CCN(CC2)CC2CCN(CC2)C2=CC=C(C=C2)N2C(NC(CC2)=O)=O